Methyl 4-amino-3-(((3R,4S)-4-(dimethylcarbamoyl)tetrahydrofuran-3-yl)amino)benzoate NC1=C(C=C(C(=O)OC)C=C1)N[C@H]1COC[C@H]1C(N(C)C)=O